OC1=C(C=C(C=C1OC)CCC1=CC(=C(C=C1)O)OC)OC 4,4'-dihydroxy-3,3',5-trimethoxybibenzyl